C(=O)O.F[C@@H]1CNC2(CCC2)C[C@@H]1N1CCC2=C1N=NC(=C2)C2=CC1=C(N=C(S1)C)C=C2O 6-{7-[(7r,8s)-7-fluoro-5-azaspiro[3.5]nonan-8-yl]-6,7-dihydro-5H-pyrrolo[2,3-c]pyridazin-3-yl}-2-methyl-1,3-benzothiazol-5-ol formate salt